2,4-dimethyl-2,4-dihydrochromen CC1OC2=CC=CC=C2C(C1)C